OC1=CC=C2C=C(C=C(C2=C1)CCNC(C)=O)[2H] N-(2-(7-hydroxynaphthalene-1-yl-3-d)ethyl)acetamide